E-octenal C(\C=C\CCCCC)=O